ClC=1C(=NC2=CC(=C(N=C2C1N[C@H](C)C1=C(C=CC(=C1)C1CC1)F)C=1C=NC(=CC1)P(=O)(C)C)F)C 3-chloro-N-[(1R)-1-(5-cyclopropyl-2-fluorophenyl)ethyl]-6-[6-(dimethylphosphoryl)pyridin-3-yl]-7-fluoro-2-methyl-1,5-naphthyridin-4-amine